tert-butyl (S)-(1-(4-chlorophenyl)-3-(2-(methoxy(methyl)carbamoyl)phenoxy)propan-2-yl)carbamate ClC1=CC=C(C=C1)C[C@@H](COC1=C(C=CC=C1)C(N(C)OC)=O)NC(OC(C)(C)C)=O